FC=1C=C(C=C(C1OC1=CC=NC2=CC(=C(C=C12)OC)OCCNC)F)C1=NC(=CC(=C1C(=O)N)OC)C [3,5-difluoro-4-({6-methoxy-7-[2-(methylamino)ethoxy]quinolin-4-yl}oxy)phenyl]-4-methoxy-6-methyl-pyridine-3-carboxamide